N1CC(CC1)CN1CCC(CC1)N1N=CC2=CC=CC=C12 1-(1-(Pyrrolidin-3-ylmethyl)piperidin-4-yl)-1H-indazol